BrC=1C=NN(C1C)C1(C(CCC1)=O)C (4-bromo-5-methyl-pyrazol-1-yl)-2-methyl-cyclopentanone